CN([C@@H](CC1=CC=CC=C1)C(=O)OC(C)(C)C)C(=O)OCC1C2=CC=CC=C2C=2C=CC=CC12 tert-butyl N-methyl(((9H-fluoren-9-yl)methoxy)carbonyl)phenylalaninate